4-(3-(2-fluoro-5-((6-fluoroquinoxalin-5-yl)methoxy)-4-methoxyphenyl)ureido)thiophene-2,3-dicarboxylic acid dimethyl ester COC(=O)C=1SC=C(C1C(=O)OC)NC(=O)NC1=C(C=C(C(=C1)OCC1=C2N=CC=NC2=CC=C1F)OC)F